phosphothioether P(=O)(=O)SP(=O)=O